1-ethyl-4-nitro-1,2,3-triazole C(C)N1N=NC(=C1)[N+](=O)[O-]